CN1C(N(CC=2C1=NC(=NC2)NC2=CC=C(C=C2)N2CCN(CC2)C)C2C(CNCC2)C2=CC=CC=C2)=O 1-methyl-7-[4-(4-methylpiperazin-1-yl)anilino]-3-(3-phenyl-4-piperidinyl)-4H-pyrimido[4,5-d]pyrimidin-2-one